CN1CC(=CCC1)C1=NSN=C1OCCC(C(C(C(F)(F)F)(F)F)(F)F)(F)F 3-(1-methyl-1,2,5,6-tetrahydropyridin-3-yl)-4-((3,3,4,4,5,5,6,6,6-nonafluorohexyl)oxy)-1,2,5-thiadiazole